(4aS*,7aS*)-5-oxohexahydropyrrolo[3,4-b][1,4]oxazin O=C1NC[C@@H]2OCCN[C@@H]21 |o1:4,9|